N=1SN=C2C1C=CC(=C2)NC([O-])=O benzo[c][1,2,5]thiadiazol-5-ylcarbamate